IC1=CC=C(C=C1)C=1C=C(C=CC1)C1=CC=CC=C1 3-(4-iodophenyl)biphenyl